C(CC(CCCCCCCCCCCCCC)=O)=O heptadecane-1,3-dione